C(C)(C)(C)OC(NCCC(CCO)(C)C)=O (5-hydroxy-3,3-dimethylpentyl)carbamic acid tert-butyl ester